CC1=CC(=NS(O1)(=O)=O)[O-].[K+] Potassium 6-methyl-2,2-dioxo-2H-1,2λ6,3-oxathiazin-4-olate